2-Ethoxy-4-toluenesulfonic acid C(C)OC1=C(C)C=CC(=C1)S(=O)(=O)O